ClC1=NC(=CC(=N1)N1C2(CC(C1)C2)CO)Cl (2-(2,6-dichloropyrimidin-4-yl)-2-azabicyclo[2.1.1]hex-1-yl)methanol